2-(4-((6-methoxy-2-(pyrrolidin-1-yl)-7-(3-(pyrrolidin-1-yl)prop-1-yn-1-yl)quinazolin-4-yl)amino)piperidin-1-yl)acetic acid COC=1C=C2C(=NC(=NC2=CC1C#CCN1CCCC1)N1CCCC1)NC1CCN(CC1)CC(=O)O